N(=NC(C#N)(C)C1CCCCC1)C(C#N)(C)C1CCCCC1 2,2'-azo-bis(2-cyclohexyl-propionitrile)